diethyl-aminoethyl-vinylether C(C)C(=C(CCN)CC)OC(=C(CC)CCN)CC